benzyl-1-((4-(difluoromethyl)phenyl)carbamoyl)spiro[indoline-3,4'-piperidine] Tert-butyl-(S)-(1'-(6-bromopyridin-3-yl)-1,3-dihydrospiro[indene-2,4'-piperidin]-1-yl)carbamate C(C)(C)(C)N(C(O)=O)[C@@H]1C2=CC=CC=C2CC12CCN(CC2)C=2C=NC(=CC2)Br.C(C2=CC=CC=C2)N2CCC1(CC2)CN(C2=CC=CC=C21)C(NC2=CC=C(C=C2)C(F)F)=O